C(#N)C(CCCCCOC=1C=2N(C=C(N1)C1=CC(=NC=C1OC)[C@@H](C)NCC)C=CN2)NC(OC2=CC=C(C=C2)[N+](=O)[O-])=O 4-nitrophenyl (1-cyano-6-((6-(2-((R)-1-(ethylamino)ethyl)-5-methoxypyridin-4-yl)imidazo[1,2-a]pyrazin-8-yl)oxy)hexyl)carbamate